2-[6-[[5-(trifluoromethylsulfonyl)-3-pyridinyl]methyl]-2-azaspiro[3.3]heptane-2-carbonyl]-8-oxa-2,5-diazaspiro[3.5]nonan-6-one FC(S(=O)(=O)C=1C=C(C=NC1)CC1CC2(CN(C2)C(=O)N2CC3(C2)NC(COC3)=O)C1)(F)F